CC1(C2=CC(=CC=C2C=2C=CC(=CC12)C(=O)O)C(=O)O)O 9-methyl-9-hydroxy-2,7-fluorenedicarboxylic acid